C(C)(=O)C1=CC2=C(NC(S2)=O)C=C1 6-Acetyl-2(3H)-benzothiazolone